CC1=C(N)C(=CC=C1C)C 2,3,6-trimethylaniline